C(C)(C)(C)OC(N[C@H]1CN(CCC1)C(=O)C1=CC2=C(N(C(=N2)C2=CC3=C(N2CC)OC=C3)C)C(=C1)OC)=O (R)-(1-(2-(6-ethyl-6H-furo[2,3-b]pyrrol-5-yl)-7-methoxy-1-methyl-1H-benzo[d]imidazole-5-carbonyl)piperidin-3-yl)carbamic acid tert-butyl ester